C(CCCCCCCCCCC)SC(=S)SC(C(=O)O)C 2-[(dodecylsulfanylthiocarbonyl)sulfanyl]propionic acid